4-methyl-N-[3-(4-methyl-1H-imidazol-1-yl)-5-(trifluoromethyl)phenyl]-3-[[4-(3-pyridinyl)-2-pyrimidinyl]amino]-benzamide CC1=C(C=C(C(=O)NC2=CC(=CC(=C2)C(F)(F)F)N2C=NC(=C2)C)C=C1)NC1=NC=CC(=N1)C=1C=NC=CC1